C(C)(CCC)[Bi](C(C)CCC)C(C)CCC tri(sec-amyl)bismuth